N[C@@H](C[C@@](C(=O)O)(C)CO)CC1=CC=C(C=C1)C1=CC(=CC=C1)F (2S,4R)-4-amino-5-(3'-fluorobiphenyl-4-yl)-2-hydroxymethyl-2-methylpentanoic acid